7-((1R,2R,3R,5S)-2-((1E,3S,4S)-7-cyclopropyl-4-methyl-3-((tetrahydro-2H-pyran-2-yl)oxy)hept-1-en-1-yl)-5-hydroxy-3-((tetrahydro-2H-pyran-2-yl)oxy)cyclopentyl)heptanoic acid C1(CC1)CCC[C@@H]([C@@H](/C=C/[C@@H]1[C@H]([C@H](C[C@H]1OC1OCCCC1)O)CCCCCCC(=O)O)OC1OCCCC1)C